N-((4-ethyl-1H-imidazol-2-yl)methyl)-4-(1-methyl-8,9,10,11-tetrahydro-3H-pyrazolo[4,3-a]phenanthridin-7-yl)benzamide C(C)C=1N=C(NC1)CNC(C1=CC=C(C=C1)C1=NC2=CC=C3C(=C2C=2CCCCC12)C(=NN3)C)=O